(3R)-3-((2-(2,6-dioxopiperidin-3-yl)-1-oxoisoindolin-5-yl)methyl)-pyrrolidine-1-carboxylic acid tert-butyl ester C(C)(C)(C)OC(=O)N1C[C@@H](CC1)CC=1C=C2CN(C(C2=CC1)=O)C1C(NC(CC1)=O)=O